NC1=C(SC(=C1)C=1C=NN(C1C)C1=CC=CC=C1)C(=O)N[C@@H]1CN(CCC1)C(=O)OC(C)(C)C tert-butyl (S)-3-(3-amino-5-(5-methyl-1-phenyl-1H-pyrazol-4-yl)thiophene-2-carboxamido)piperidine-1-carboxylate